(Z)-non-2-en-1-yl 10-bromodecaneate BrCCCCCCCCCC(=O)OC\C=C/CCCCCC